(3-bromo-2-fluorophenyl)(tetrahydrofuran-3-yl)methanol tert-Butyl-3-(2-(2-(2-hydroxyethoxy)ethoxy)ethoxy)propanoate C(C)(C)(C)C(C(=O)OC(C1COCC1)C1=C(C(=CC=C1)Br)F)COCCOCCOCCO